BrC=1C=NC(=NC1)C(=O)OC Methyl 5-bromopyrimidine-2-carboxylate